NC1=C(C=2C(=NC=CN2)N1C1=C(C(=CC=C1C)O)C)C(=O)C1=CC2=C(N1)C=CO2 (S)-(6-amino-5-(3-hydroxy-2,6-dimethylphenyl)-5H-pyrrolo[2,3-b]pyrazin-7-yl)(4H-furo[3,2-b]pyrrol-5-yl)methanone